3-(2-hydroxyphenyl)-7-methoxycoumarin OC1=C(C=CC=C1)C=1C(OC2=CC(=CC=C2C1)OC)=O